N-(4-cyanobenzyl)-1-methyl-8-((1-(oxetan-3-ylsulfonyl)cyclopropyl)methoxy)-2-oxo-1,2-dihydropyrido[2,3-d]pyridazine-3-carboxamide C(#N)C1=CC=C(CNC(=O)C2=CC=3C(=C(N=NC3)OCC3(CC3)S(=O)(=O)C3COC3)N(C2=O)C)C=C1